N-((1-benzyl-1H-indol-4-yl)methyl)-2-methylpropane-2-sulfinamide C(C1=CC=CC=C1)N1C=CC2=C(C=CC=C12)CNS(=O)C(C)(C)C